5-fluoro-1-(2-fluorobenzyl)-3-bromo-1H-pyrazolo[3,4-b]pyridine FC=1C=C2C(=NC1)N(N=C2Br)CC2=C(C=CC=C2)F